4-chloropyrrole-2,3-d ClC=1C(=C(NC1)[2H])[2H]